CO[C@@H]1C([C@H]2OC(OC[C@H]2O[C@@H]1CC#C)(C)C)N1N=NC(=C1)C1=CC(=C(C(=C1)F)F)F 1-((4aR,6R,7R,8aR)-7-methoxy-2,2-dimethyl-6-(prop-2-yn-1-yl)hexahydropyrano[3,2-d][1,3]dioxin-8-yl)-4-(3,4,5-trifluorophenyl)-1H-1,2,3-triazole